CCCCCC1C(O1)/C=C/C(C/C=C\C/C=C\CCCC(=O)O)O 11-hydroxy-14,15-epoxyeicosatrienoic acid